5-{[(1R)-1-(6-chloro-7-methoxy-2-oxo-1,2-dihydroquinolin-3-yl)ethyl]amino}-1-methyl-6-oxo-1,6-dihydropyridine-2-carbonitrile ClC=1C=C2C=C(C(NC2=CC1OC)=O)[C@@H](C)NC1=CC=C(N(C1=O)C)C#N